bis(2,4-di-tert-butyl-6-methylphenyl)-ethylphosphite C(C)(C)(C)C1=C(C(=CC(=C1)C(C)(C)C)C)C(CP([O-])([O-])[O-])C1=C(C=C(C=C1C)C(C)(C)C)C(C)(C)C